C1=CC(=CC2=CC=CC=C12)N naphthalen-3-amine